C(C)OC(CCCCCCOC1=CC(=CC=C1)[C@@H](C)NC(=O)OC(C)(C)C)=O.BrC1=C(O[Si](C)(C)C(C)(C)C)C(=CC=C1)OC 2-bromo-6-methoxyphenoxy(tert-butyl)dimethylsilane (R)-ethyl-7-(3-(1-(tert-butoxycarbonylamino)ethyl)phenoxy)heptanoate